1,2,5,7-tetraazabenzo[cJ]azulene-5,7-dicarboxylate N1=NC=2C=3C(=CN(C=CC13)C(=O)[O-])N(CC2)C(=O)[O-]